C(CCCCCC(=O)OCC(CCCC)CC)(=O)OCC(CCCC)CC di(2-ethylhexyl) heptanedioate